ClC=1C=CC=C2CCN(C12)C(C)C1=CC(=CN2C1=NC(=CC2=O)N2CCOCC2)C(=O)OC methyl 9-(1-(7-chloroindolin-1-yl)ethyl)-2-morpholino-4-oxo-4H-pyrido[1,2-a]pyrimidine-7-carboxylate